L-Xylonate O=C([C@@H](O)[C@H](O)[C@@H](O)CO)[O-]